COC1(CCOCC1)OC (R)-4,4-dimethoxytetrahydro-2H-pyran